FC=1C(=NC(=NC1)NC=1C(=NN(C1)CC(C)(C)O)C)N1C=C(C2=CC(=CC=C12)NC(C=C)=O)C N-[1-[5-fluoro-2-[[1-(2-hydroxy-2-methyl-propyl)-3-methyl-pyrazol-4-yl]amino]pyrimidin-4-yl]-3-methyl-indol-5-yl]prop-2-enamide